C(C1=CC=CC=C1)OC[C@H](CN(C(OC(C)(C)C)=O)CC=C)O tert-butyl N-[(2S)-3-(benzyloxy)-2-hydroxypropyl]-N-(prop-2-en-1-yl)carbamate